((1r,5s,6s)-3-azabicyclo[3.1.0]hexane-6-yl) carbamate C(N)(OC1[C@@H]2CNC[C@H]12)=O